NC(CNCCCO)C 3-[(2-aminopropyl)amino]-1-propanol